5-methyl-2-propan-2-yl-N-(2-pyridin-2-ylethyl)cyclohexane-1-carboxamide CC1CCC(C(C1)C(=O)NCCC1=NC=CC=C1)C(C)C